4-(3-((5-cyano-4-(4-fluorophenyl)thiazol-2-yl)amino)-2-ethyl-6-methyl-2H-pyrazolo[3,4-b]pyridin-5-yl)piperazine-1-carboxylic acid tert-butyl ester C(C)(C)(C)OC(=O)N1CCN(CC1)C1=CC=2C(N=C1C)=NN(C2NC=2SC(=C(N2)C2=CC=C(C=C2)F)C#N)CC